ClC=1C=C(CN2C=CC3=C(C=C(C=C23)C2=CN(C3=C(N=CC=C32)O)C)NS(=O)(=O)CC)C=C(C1)OCCN(C)C N-(1-(3-chloro-5-(2-(dimethylamino)ethoxy)benzyl)-6-(7-hydroxy-1-methyl-1H-pyrrolo[2,3-c]pyridin-3-yl)-1H-indol-4-yl)ethanesulfonamide